1,1,2-trifluoro-2-chloroethyl-difluoromethyl ether FC(C(Cl)F)(F)C(F)(F)OC(C(C(F)Cl)(F)F)(F)F